indolo[3,2,1-jk]carbazoleselon C1(C=2C=3C=CC=CC3N3C2C(=CC1)C1=CC=CC=C13)=[Se]